N,N-dimethyloctan-1-amine CN(CCCCCCCC)C